4-(hydroxymethyl)-3-fluorobenzonitrile OCC1=C(C=C(C#N)C=C1)F